(7-ethoxy-6-methoxy-1-(2-(5-methoxy-1H-indol-3-yl)ethyl)-3,4-dihydroisoquinolin-2(1H)-yl)(pyrimidin-5-yl)methanone C(C)OC1=C(C=C2CCN(C(C2=C1)CCC1=CNC2=CC=C(C=C12)OC)C(=O)C=1C=NC=NC1)OC